6-(3-(4-(benzo[d]thiazol-2-yl)piperidin-1-yl)propoxy)-2-(3,4-dichlorophenyl)pyridazin-3(2H)-one S1C(=NC2=C1C=CC=C2)C2CCN(CC2)CCCOC=2C=CC(N(N2)C2=CC(=C(C=C2)Cl)Cl)=O